ClC1=CC2=C(N(C(N=C2N2[C@H](CN([C@@H](C2)C)C(C=C)=O)C)=O)C=2C(=NC=CC2N(C)C)C(C)C)N=C1C1=C(C=CC=C1)C(C)C 6-Chloro-1-[4-(dimethylamino)-2-isopropyl-3-pyridyl]-4-[(2S,5R)-2,5-dimethyl-4-prop-2-enoyl-piperazin-1-yl]-7-(2-isopropylphenyl)pyrido[2,3-d]pyrimidin-2-one